NC1=C(C=C(C=C1[N+](=O)[O-])S(=O)(=O)Cl)Br 4-amino-3-bromo-5-nitro-benzenesulfonyl chloride